CC(CO)[C@H]1CC[C@H]2[C@@H]3CCC4CC(CC[C@]4(C)[C@H]3CC[C@]12C)O 20-methylpregnane-3,21-diol